Cyclotetrasiloxane O1[SiH2]O[SiH2]O[SiH2]O[SiH2]1